C12(CC3CC(CC(C1)C3)C2)C(=O)N[C@H](C(=O)N[C@H](C(=O)[O-])CCC(C=[N+]=[N-])=O)CCCCN2C(CCCC2)=O (S)-2-((S)-2-(adamantane-1-carboxamido)-6-(2-oxopiperidin-1-yl) hexanamido)-6-diazo-5-oxohexanoate